(E)-7-(4-(dimethylamino)but-1-en-1-yl)-N-(1-isopropylpiperidine-4-yl)-6-methoxy-2-(pyrrolidine-1-yl)quinazolin-4-amine CN(CC/C=C/C1=C(C=C2C(=NC(=NC2=C1)N1CCCC1)NC1CCN(CC1)C(C)C)OC)C